methyl 2-(4-(3-methyl-2,4-dioxotetrahydropyrimidin-1(2H)-yl)phenoxy)acetate CN1C(N(CCC1=O)C1=CC=C(OCC(=O)OC)C=C1)=O